5-bromo-1,2-thiazole BrC1=CC=NS1